CN(/C=C/C1=C(C=CC(=N1)N1CCN(CC1)C(=O)OC(C)(C)C)[N+](=O)[O-])C tert-butyl 4-{6-[(E)-2-(dimethylamino)ethenyl]-5-nitropyridin-2-yl}piperazine-1-carboxylate